CN1C(C(CCC1=O)N1C(C2=CC=CC(=C2C1=O)N1CCC(CC1)CCC(=O)O)=O)=O 3-{1-[2-(1-methyl-2,6-dioxopiperidin-3-yl)-1,3-dioxo-2,3-dihydro-1H-isoindol-4-yl]piperidin-4-yl}propanoic acid